C(C)O[Si](N[Si](OCC)(OCC)OCC)(OCC)OCC N,N-bis(triethoxysilyl)amine